COCCCN1CC(N(CC1)C(=O)OC(C)(C)C)C tert-Butyl 4-(3-methoxypropyl)-2-methylpiperazine-1-carboxylate